C1(=CC=C(C=C1)N1N=CC(=C1N)C(=O)OCC)C ethyl 1-(4-tolyl)-5-amino-1H-pyrazole-4-carboxylate